C(CCCCCCCCC)[Si](Cl)(C)C 1-decyldimethyl-chlorosilane